3,4-dimethoxycyclohexanecarboxylic acid COC1CC(CCC1OC)C(=O)O